Nε-carboxyethyl-lysine C(=O)(O)CCNCCCC[C@H](N)C(=O)O